(1S,2R,3R,5R,6S)-2-amino-3-[(4-fluorophenyl)methoxy]bicyclo[3.1.0]hexane-2,6-dicarboxylic acid N[C@@]1([C@@H]2[C@H]([C@@H]2C[C@H]1OCC1=CC=C(C=C1)F)C(=O)O)C(=O)O